OC1=C(C=C(C=C1)C=O)C(F)(F)F 4-hydroxy-3-(trifluoromethyl)phenyl-methanone